C(CCC)N(C(=O)NC=1C(=CC(=C(C(=O)N)C1)F)F)C1CCN(CC1)CC=1C(=NC(=CC1)OC1=CC=C(C=C1)C(N(C)C)=O)C 5-({butyl[1-({6-[4-(dimethylcarbamoyl)phenoxy]-2-methyl-3-pyridinyl}methyl)-4-piperidinyl]carbamoyl}amino)-2,4-difluorobenzamide